N-(dimethyl-1,3-oxazol-2-yl)-6-methyl-4-[(1-methylcyclopropyl)amino]furo[2,3-d]pyrimidine-5-carboxamide CC1=C(N=C(O1)NC(=O)C1=C(OC=2N=CN=C(C21)NC2(CC2)C)C)C